(2R,3S,4S,5R,6R)-3,4,5-tris(benzyloxy)-2-(benzyloxymethyl)-6-iodo-tetrahydro-2H-pyran C(C1=CC=CC=C1)O[C@H]1[C@H](O[C@@H]([C@@H]([C@H]1OCC1=CC=CC=C1)OCC1=CC=CC=C1)I)COCC1=CC=CC=C1